N-(2-(2-(Cyclobutyl-amino)ethoxy)-5-(7'-fluoro-3'-methyl-2'-oxo-2',3'-dihydro-spiro[cyclobutane-1,1'-pyrrolo[2,3-c]quinolin]-8'-yl)pyridin-3-yl)methanesulfonamide C1(CCC1)NCCOC1=NC=C(C=C1NS(=O)(=O)C)C1=CC=2C3=C(C=NC2C=C1F)N(C(C31CCC1)=O)C